N1C=C(C=2C1=CN=CC2)C2C[C@H](CCC2)NC(OC(C)(C)C)=O tert-Butyl [(1S)-3-(1H-pyrrolo[2,3-c]pyridin-3-yl)cyclohexyl]carbamate